2-(dibenzofuran-1-yl)-2,2-difluoroacetate C1(=CC=CC=2OC3=C(C21)C=CC=C3)C(C(=O)[O-])(F)F